ClC=1C=NC(=NC1)N1CCC(CC1)COC1=NC=C(C=N1)C1=CC2=C(S(CO2)(=O)=O)C=C1 6-(2-((1-(5-chloropyrimidin-2-yl)piperidin-4-yl)methoxy)pyrimidin-5-yl)-2H-benzo[d][1,3]oxathiole 3,3-dioxide